tert-Butyl 8-fluoro-2-azabicyclo[5.1.0]octane-2-carboxylate FC1C2CCCCN(C12)C(=O)OC(C)(C)C